Triacetyl-3-hydroxyphenyladenosin C(C)(=O)[C@]1([C@]([C@]([C@@](O1)(N1C=NC=2C(N)=NC=NC12)C1=CC(=CC=C1)O)(O)C(C)=O)(O)C(C)=O)CO